1,2-epoxypentadecane C1C(CCCCCCCCCCCCC)O1